C1(CC1)N1C(=NC2=C1C=CC=C2)C2CCN(CC2)C(=O)C2=CC=C1C(=NN(C1=C2)C)C2=CC(=CC=C2)F (4-(1-cyclopropyl-1H-benzo[d]imidazol-2-yl)piperidin-1-yl)(3-(3-fluorophenyl)-1-methyl-1H-indazol-6-yl)methanone